tert-butyl 3-(3-(4-chlorophenyl)-1,2,4-oxadiazol-5-yl)-2-(diethoxyphosphoryl)propanoate ClC1=CC=C(C=C1)C1=NOC(=N1)CC(C(=O)OC(C)(C)C)P(=O)(OCC)OCC